2-((5-(aminomethyl)-6-((1-ethyl-1H-pyrazol-3-yl)oxy)pyridin-3-yl)amino)-6-(2,6-dichlorophenyl)-8-methylpyrido[2,3-d]pyrimidin-7(8H)-one NCC=1C=C(C=NC1OC1=NN(C=C1)CC)NC=1N=CC2=C(N1)N(C(C(=C2)C2=C(C=CC=C2Cl)Cl)=O)C